3-(4-(2,5-Diazabicyclo[2.2.2]octan-2-yl)-8-fluoro-2-(((2R,7aS)-2-fluorotetrahydro-1H-pyrrolizin-7a(5H)-yl)methoxy-d2)pyrido[4,3-d]pyrimidin-7-yl)-5-chloro-4-cyclobutylphenol C12N(CC(NC1)CC2)C=2C1=C(N=C(N2)OC([2H])([2H])[C@]23CCCN3C[C@@H](C2)F)C(=C(N=C1)C=1C=C(C=C(C1C1CCC1)Cl)O)F